C(C)(=O)NC(C(=O)OC)CC1=C(N(C2=CC=CC=C12)C1=NC=CC=C1)SCCSCC Methyl 2-acetamido-3-(2-((2-(ethylthio)ethyl)thio)-1-(pyridin-2-yl)-1H-indol-3-yl)propanoate